(6aR,10aR)-1-hydroxy-6,6,9-trimethyl-3-propyl-6a,7,8,10a-tetrahydro-6H-dibenzo[b,d]pyran-2-carboxylic acid OC1=C(C(=CC=2OC([C@H]3[C@H](C21)C=C(CC3)C)(C)C)CCC)C(=O)O